C(C1=CC=CC=C1)N1C(N(C2=C(C1)C=NC(=N2)NC=2C(=CC(=C(C2)NC(C=C)=O)N(C)CCN(C)C)OC)C)=O N-(5-((6-benzyl-8-methyl-7-oxo-5,6,7,8-tetrahydropyrimido[4,5-d]pyrimidin-2-yl)amino)-2-((2-(dimethylamino)ethyl)(methyl)amino)-4-methoxyphenyl)acrylamide